(S)-2-((2-(2,3,6-Trifluoro-4-(methoxycarbonyl)phenyl)-7-chloroimidazo[1,2-a]pyridin-3-yl)methyl)morpholine FC1=C(C(=CC(=C1F)C(=O)OC)F)C=1N=C2N(C=CC(=C2)Cl)C1C[C@H]1CNCCO1